ClC=1C=C(C=CC1F)C(NC=1N=NC(=CC1)C)C=1NC(=C(N1)S(=O)(=O)C)C N-((3-chloro-4-fluorophenyl)(5-methyl-4-(methylsulfonyl)-1H-imidazol-2-yl)methyl)-6-methylpyridazin-3-amine